FC1=CC=C2NC=C(C[C@H](N)C(=O)O)C2=C1 5-Fluorotryptophan